anthracene-2,6-dicarboxylic acid difluoride C1=C(C=CC2=CC3=CC(=CC=C3C=C12)C(=O)F)C(=O)F